butanoate hydrochloride Cl.C(CCC)(=O)O